ClCCC(=O)C1=CC2=C(S1)CCCC2 3-Chloro-1-(4,5,6,7-tetrahydrobenzo[b]thiophen-2-yl)propan-1-one